O1CCC2=C1C(=CC=C2)C(CC=2N=NC=CC2)C=2N=CN(C2)C(C2=CC=CC=C2)(C2=CC=CC=C2)C2=CC=CC=C2 3-(2-(2,3-dihydrobenzofuran-7-yl)-2-(1-trityl-1H-imidazol-4-yl)ethyl)pyridazine